N-[1-(4-aminophenyl)-5-cyclopropyl-3-methyl-pyrazol-4-yl]-4-(trifluoromethoxy)benzamide NC1=CC=C(C=C1)N1N=C(C(=C1C1CC1)NC(C1=CC=C(C=C1)OC(F)(F)F)=O)C